C1(=CC(=CC=C1)NC1=NC=NC2=CC(=CC=C12)C(C(=O)N)=C)C (4-m-Tolylamino-quinazolin-7-yl)-acrylamide